(4-aminoimidazo[1,5-a]pyrido[3,4-e]pyrazin-8-yl)((2R,4aS,9aR)-2-methyl-7-(trifluoromethoxy)-2,3,9,9a-tetrahydroindeno[2,1-b][1,4]oxazin-4(4aH)-yl)methanone NC=1C=2N(C3=C(N1)C=NC(=C3)C(=O)N3[C@@H]1[C@H](O[C@@H](C3)C)CC=3C=C(C=CC31)OC(F)(F)F)C=NC2